hexadecyl-diethyl-(3-triethoxysilylpropyl)ammonium chloride [Cl-].C(CCCCCCCCCCCCCCC)[N+](CCC[Si](OCC)(OCC)OCC)(CC)CC